(6-(3-cyanopyrrolo[1,2-b]pyridazin-7-yl)-4-((4,4-difluorocyclohexyl)amino)pyridin-3-yl)boronic acid C(#N)C1=CC=2N(N=C1)C(=CC2)C2=CC(=C(C=N2)B(O)O)NC2CCC(CC2)(F)F